C(CCCCCCC\C=C\CCCCCCCC)O (E)-octadec-9-en-1-ol